aminoTris(hydroxymethyl)methane hydrochloride Cl.NC(CO)(CO)CO